C(C)(C)C1=C(NC2=CC=C(C=C12)C1CCNCC1)C1=CNC2=CN=CC=C21 3-(3-isopropyl-5-(piperidin-4-yl)-1H-indol-2-yl)-1H-pyrrolo[2,3-c]pyridine